(S)-5-chloro-4-fluoro-2-(((S,Z)-2-(fluoromethylene)tetrahydro-1H-pyrrolizin-7a(5H)-yl)methoxy)-8H,11H-7,10-dioxa-1,3,6,13a-tetraazanaphtho[1,8-ab]heptalene ClC1=C(C2=C3C(=C4OCCON=C14)CC=CN3NC(=N2)OC[C@]23CCCN3C\C(\C2)=C/F)F